1-((1r,5s,6r)-6-((5-(imidazo[1,2-a]pyridin-6-yl)-4-methoxypyrrolo[2,1-f][1,2,4]triazin-2-yl)amino)-3-azabicyclo[3.1.0]hexan-3-yl)ethan-1-one tert-Butyl-3-formylazetidine-1-carboxylate C(C)(C)(C)OC(=O)N1CC(C1)C=O.N=1C=CN2C1C=CC(=C2)C=2C=CN1N=C(N=C(C12)OC)NC1[C@@H]2CN(C[C@H]12)C(C)=O